N,N'-bis(4-nitrobenzoyl)cyclohexane-1,3-diamine [N+](=O)([O-])C1=CC=C(C(=O)NC2CC(CCC2)NC(C2=CC=C(C=C2)[N+](=O)[O-])=O)C=C1